NC1=C(C=NN1C1=CC=C(C=C1)F)C(=O)C1=CC(=CC=C1)OCC(CO)O [5-amino-1-(4-fluorophenyl)pyrazol-4-yl]-[3-(2,3-dihydroxypropoxy)phenyl]methanone